2-[2-[2-[3-(Tert-butoxycarbonylamino)-2-fluoro-propoxy]ethoxy]ethoxy]propyl methane-sulfonate CS(=O)(=O)OCC(C)OCCOCCOCC(CNC(=O)OC(C)(C)C)F